FC1=CC=C(CN2S(C3=C(C4=C2C(=CC(=C4)OC)OC)C=C(C(=C3)OC)OC)(=O)=O)C=C1 6-(4-fluorobenzyl)-2,3,7,9-tetramethoxy-6H-dibenzo[c,e][1,2]thiazine 5,5-dioxide